NC1=NC=2C=CC(=CC2C2=C1[C@@H](OC2)C)C(=O)N(CC2=NC=C(C=C2)C(F)(F)F)C2[C@H]1COC[C@@H]21 (3S)-4-amino-3-methyl-N-((1r,5S,6r)-3-oxabicyclo[3.1.0]hexane-6-yl)-N-((5-(trifluoromethyl)-2-pyridinyl)methyl)-1,3-dihydrofuro[3,4-c]quinoline-8-carboxamide